C/C(/C(=O)O)=C\C=1SC=C(C1)C1=C(C=C(C=C1)C#N)C(F)(F)F (E)-2-methyl-3-(4-(2-trifluoromethyl-4-cyanophenyl)thiophen-2-yl)acrylic acid